C(C)OC=1C(=CC2=C(OC[C@@H](N2C(=O)OC(C)(C)C)C)N1)CC1=CC=C(C=C1)F tert-butyl (S)-6-ethoxy-7-(4-fluorobenzyl)-2-methyl-2,3-dihydro-1H-pyrido[2,3-b][1,4]oxazine-1-carboxylate